[N+](=O)([O-])OC1CCC(CC1)C(=O)O (1r,4r)-4-(nitrooxy)cyclohexane-1-carboxylic acid